3-(5-((tert-butyldimethylsilyl)oxy)-1-oxoisoindolin-2-yl)piperidine-2,6-dione [Si](C)(C)(C(C)(C)C)OC=1C=C2CN(C(C2=CC1)=O)C1C(NC(CC1)=O)=O